N-((S)-2-((6-(3,5-dimethyl-1H-pyrazol-4-yl)pyridin-3-yl)amino)-1-((1r,4S)-4-methylcyclohexyl)-2-oxoethyl)-3-ethylisoxazole-4-carboxamide CC1=NNC(=C1C1=CC=C(C=N1)NC([C@H](C1CCC(CC1)C)NC(=O)C=1C(=NOC1)CC)=O)C